ClC1=NC=2N(C(C(=NC2C=N1)Cl)=O)C1CCCC1 2,6-dichloro-8-cyclopentylpteridin-7(8H)-one